n-methyl-3-((6-(1-methyl-1H-pyrazol-5-yl)-1-oxo-2,7-naphthyridin-2(1H)-yl)methyl)benzamide CNC(C1=CC(=CC=C1)CN1C(C2=CN=C(C=C2C=C1)C1=CC=NN1C)=O)=O